FC1=CC=C(C=C1)NC=1C=NN(C1)C N-(4-fluorophenyl)-1-methyl-pyrazol-4-amine